NCCN1C(N(CC1)CCN(CC#N)CCNCC#N)=O 2-((2-(3-(2-aminoethyl)-2-oxoimidazolidin-1-yl)ethyl)(2-((cyanomethyl)amino)eth-yl)amino)acetonitrile